CN1N=CC(=C1)C=1C=C(C#N)C=CC1[C@@H]1C2=C(N(C(N1C)=O)C1=CC(=CC=C1)C(F)(F)F)CCNC2=O |r| racemic-3-(1-methyl-1H-pyrazol-4-yl)-4-{3-methyl-2,5-dioxo-1-[3-(trifluoromethyl)phenyl]-1H,2H,3H,4H,5H,6H,7H,8H-pyrido[4,3-d]pyrimidin-4-yl}-benzonitrile